diacetyl ether C(C)(=O)OC(C)=O